C(=O)N1CCC(CC1)SC1=C(C=C(C=C1)N(S(=O)(=O)CCC)CC1=CC=C(C=C1)F)C#N N-(4-((1-formylpiperidin-4-yl)thio)-3-cyanophenyl)-N-(4-fluorobenzyl)propanesulfonamide